3-(5-(3-fluoro-4-((3-hydroxy-3-phenylpyrrolidin-1-yl)methyl)pyridin-2-yl)-1-oxoisoindolin-2-yl)piperidine-2,6-dione FC=1C(=NC=CC1CN1CC(CC1)(C1=CC=CC=C1)O)C=1C=C2CN(C(C2=CC1)=O)C1C(NC(CC1)=O)=O